N-((3S,4S)-4-fluoropiperidin-3-yl)-4-(7-isopropoxyimidazo[1,2-a]pyridin-3-yl)pyrimidin-2-amine F[C@@H]1[C@H](CNCC1)NC1=NC=CC(=N1)C1=CN=C2N1C=CC(=C2)OC(C)C